{4-[2-(2,6-Dioxopiperidin-3-yl)-1,3-dioxoisoindol-5-yl]piperazin-1-yl}propionic acid O=C1NC(CCC1N1C(C2=CC=C(C=C2C1=O)N1CCN(CC1)C(C(=O)O)C)=O)=O